C(C)OC(CC(=O)[C@H]1N(CCOC1)C(=O)OC(C)(C)C)=O tert-butyl (3S)-3-(3-ethoxy-3-oxo-propanoyl)morpholine-4-carboxylate